C(C)[N+](CCOCC(F)(F)F)(C)CC N,N-diethyl-N-methyl-N-((trifluoroethoxy)ethyl)ammonium